3-amino-N-cyclopropyl-6-(3-methylimidazo[1,2-a]pyridin-6-yl)-5-(oxazol-2-yl)pyrazine-2-carboxamide NC=1C(=NC(=C(N1)C=1OC=CN1)C=1C=CC=2N(C1)C(=CN2)C)C(=O)NC2CC2